C12CNCC(CC1)N2C=2SC=1CN(CCC1N2)C(COC2=C(C#N)C=CC=C2OC)=O 2-(2-(2-(3,8-diazabicyclo[3.2.1]octan-8-yl)-6,7-dihydrothiazolo[5,4-c]pyridin-5(4H)-yl)-2-oxoethoxy)-3-methoxybenzonitrile